1-(4-Fluorophenyl)-1H-pyrazole-4-carboxylic acid chloride FC1=CC=C(C=C1)N1N=CC(=C1)C(=O)Cl